1-((2S,5R)-5-((5-(cyclobutanecarbonyl)-7H-pyrrolo[2,3-d]pyrimidin-4-yl)amino)-2-methylpiperidin-1-yl)prop-2-en-1-one C1(CCC1)C(=O)C1=CNC=2N=CN=C(C21)N[C@@H]2CC[C@@H](N(C2)C(C=C)=O)C